2-(3-chlorophenyl)-2,2-difluoro-1-phenylethyl ((S)-3-(4-chlorophenyl)-1-(((S)-4-(ethylamino)-3,4-dioxo-1-((S)-2-oxopyrrolidin-3-yl)butan-2-yl)amino)-1-oxopropan-2-yl)carbamate ClC1=CC=C(C=C1)C[C@@H](C(=O)N[C@@H](C[C@H]1C(NCC1)=O)C(C(=O)NCC)=O)NC(OC(C(F)(F)C1=CC(=CC=C1)Cl)C1=CC=CC=C1)=O